C(C)N1S(C2=C(C1=O)C=C(C=C2)[N+](=O)[O-])(=O)=O 2-Ethyl-5-nitro-2,3-dihydro-1lambda6,2-benzothiazole-1,1,3-trione